CC1OC(CN(C1)C1=CC=C(C(=N1)C)C1(C2CC3(CC(CC1C3)C2)N)N)C 4-(6-(2,6-dimethylmorpholino)-2-methylpyridin-3-yl)adamantan-1,4-diamine